O=C1NC([C@H](N1)CC=1N=NN(C1)[C@@H](C(=O)O)O)=O (R)-2-(4-(((R)-2,5-dioxoimidazolidin-4-yl)methyl)-1H-1,2,3-triazol-1-yl)-2-hydroxyacetic acid